OCC1=CC=CC(=N1)C(=O)N(C1=CC=C(C=C1)C)C 6-(hydroxymethyl)-N-methyl-N-(p-tolyl)pyridineamide